(S)-8-chloro-6-(((6-fluoro-2-methylpyridin-3-yl)(1-(1-(fluoromethyl)cyclopropyl)-1H-1,2,3-triazol-4-yl)methyl)amino)-4-(neopentylamino)quinoline-3-carbonitrile ClC=1C=C(C=C2C(=C(C=NC12)C#N)NCC(C)(C)C)N[C@H](C=1N=NN(C1)C1(CC1)CF)C=1C(=NC(=CC1)F)C